6,7,8,9-tetrahydro-5H-5,8-epiminocyclohepta[c]pyridine C1=NC=CC2=C1CC1CCC2N1